CC(=O)[C@H]([C@@H]([C@@H]([C@@H](COP(=O)(O)O)O)O)O)O The molecule is a sedoheptulose derivative and a ketoheptose phosphate. It derives from a sedoheptulose. It is a conjugate acid of a 1-deoxy-D-altro-heptulose 7-phosphate(2-).